ClC=1C(=NC(=NC1)NC1=C(C=C(C(=O)NCCCCCCC(=O)NO)C=C1)OC)NC1=C(C=CC=C1)N(S(=O)(=O)C)C 4-((5-chloro-4-((2-(N-methylmethylsulfonamido)phenyl)amino)pyrimidin-2-yl)amino)-N-(7-(hydroxyamino)-7-oxoheptyl)-3-methoxybenzamide